3-(3-((4-(6-aminohexyloxy)-N-methylphenylsulfonamido)methyl)-4-methylphenyl)-3-(7-methoxy-1-methyl-1H-benzo[d][1,2,3]triazol-5-yl)propanoic acid TFA salt OC(=O)C(F)(F)F.NCCCCCCOC1=CC=C(C=C1)S(=O)(=O)N(C)CC=1C=C(C=CC1C)C(CC(=O)O)C1=CC2=C(N(N=N2)C)C(=C1)OC